(R)-2-((1-chloro-4-(o-tolyl)isoquinolin-7-yl)oxy)-1-(4,4-difluoropiperidin-1-yl)propan-1-one ClC1=NC=C(C2=CC=C(C=C12)O[C@@H](C(=O)N1CCC(CC1)(F)F)C)C1=C(C=CC=C1)C